ClC1=NC(=C2N=CN(C2=N1)C)N1CCC(CC1)OC(F)(F)F 2-chloro-9-methyl-6-(4-(trifluoromethoxy)piperidin-1-yl)-9H-purine